C(C)(C)C1=NC(=NC=C1)NCC1=C(N=NN1C)C1=CC=C(C(=N1)C)OCC1CC(CC1)C(=O)O 3-(((6-(5-(((4-isopropylpyrimidin-2-yl)amino)methyl)-1-methyl-1H-1,2,3-triazol-4-yl)-2-methylpyridin-3-yl)oxy)methyl)cyclopentane-1-carboxylic acid